4,5,6,7-tetrahydro-2H-indazol-3-ol hydrochloride Cl.N=1NC(=C2CCCCC12)O